COC=1C=C(C=CC1OC)C=1NC2=CC=C(C=C2C1C(C)C)N1CCC(CC1)NC1CCN(CC1)C 1-(2-(3,4-dimethoxyphenyl)-3-isopropyl-1H-indol-5-yl)-N-(1-methylpiperidin-4-yl)piperidin-4-amine